CN1C(C(=C(C2=CC=CC=C12)N1[C@H](C[C@H](CC1)C=1OC2=C(N1)C=C(C=C2)C)C)C#N)=O 1-Methyl-4-[(2S,4S)-2-methyl-4-(5-methyl-1,3-benzoxazol-2-yl)-1-piperidinyl]-2-oxo-quinoline-3-carbonitrile